FC=1C=C(C=C(C1)F)C1=C(NC2=C(C=CC=C12)C(C)C)C(=O)O 3-(3,5-difluorophenyl)-7-isopropyl-1H-indole-2-carboxylic acid